3-[6-[[(3R,4S)-3-(hydroxymethyl)-4-piperidyl]amino]-1-methyl-indazol-3-yl]-3H-pyridine-2,6-dione dihydrochloride Cl.Cl.OC[C@@H]1CNCC[C@@H]1NC1=CC=C2C(=NN(C2=C1)C)C1C(NC(C=C1)=O)=O